COC(C1=C(C=C(C(=C1)NC)N)Br)=O 4-amino-2-bromo-5-(methylamino)benzoic acid methyl ester